ClC=1C=CC(=C(C1)\C(\C)=N\NC(C1=CC(=CC=C1)S(=O)(=O)N1CCN(CC1)C)=O)O (E)-N'-(1-(5-chloro-2-hydroxyphenyl)ethylidene)-3-((4-methylpiperazin-1-yl)sulfonyl)benzohydrazide